Tert-butyl (5-methoxy-1H-pyrrolo[3,2-b]pyridine-3-yl)carbamate COC1=CC=C2C(=N1)C(=CN2)NC(OC(C)(C)C)=O